ClC1=CC2=C(CCO2)C=C1NC1=NC=C2N(C(N(C2=N1)C1CCOCC1)=O)C([2H])([2H])[2H] ((6-chloro-2,3-dihydrobenzofuran-5-yl)amino)-7-(methyl-d3)-9-(tetrahydro-2H-pyran-4-yl)-7,9-dihydro-8H-purin-8-one